2-((2-(tertbutyl)-4-fluorophenyl)-amino)-4-(trifluoromethyl)benzoic acid C(C)(C)(C)C1=C(C=CC(=C1)F)NC1=C(C(=O)O)C=CC(=C1)C(F)(F)F